5,6,7,8-tetrahydroindolizine C=1C=CN2CCCCC12